FC1(C[C@H](CCC1)N1N=C(C2=C1[C@H]([C@H]([C@H]2O)F)F)C(F)(F)F)F (4S,5S,6R)-1-[(1S)-3,3-difluorocyclohexyl]-5,6-difluoro-3-(trifluoromethyl)-5,6-dihydro-4H-cyclopenta[c]pyrazol-4-ol